3-{2-amino-[1,2,4]triazolo[1,5-a]pyridin-7-yl}-N-[3-(3,4-dichlorophenyl)-2,2-difluoro-3-hydroxypropyl]-2-fluoro-6-methylbenzamide NC1=NN2C(C=C(C=C2)C=2C(=C(C(=O)NCC(C(O)C3=CC(=C(C=C3)Cl)Cl)(F)F)C(=CC2)C)F)=N1